(pyridin-3-ylmethyl)-2-(pyrrol-2-yl)-5-(trifluoromethyl)benzimidazole N1=CC(=CC=C1)CC1=C(C=CC=2N=C(NC21)C=2NC=CC2)C(F)(F)F